[4-(1,3-Dioxolen-2-yl)phenyl]-2,3-dihydro-1H-indole O1C(OC=C1)C1=CC=C(C=C1)N1CCC2=CC=CC=C12